(2-chlorophenyl)thiazol-2-amine ClC1=C(C=CC=C1)C=1N=C(SC1)N